Cl.FC1=CC(=CC2=C1N=C(S2)C=2CCNCC2)C2=CC1=CN(N=C1C(=C2)C#N)C 5-[4-fluoro-2-(1,2,3,6-tetrahydropyridin-4-yl)-1,3-benzothiazol-6-yl]-2-methyl-2H-indazole-7-carbonitrile hydrochloride